(R)-8-methyl-3-(3-methyl-1,2,4-thiadiazol-5-yl)-1-(2-oxopyrrolidin-1-yl)-5,6-dihydroimidazo[1,5-a]pyrazine-7(8H)-carboxylic acid tert-butyl ester C(C)(C)(C)OC(=O)N1[C@@H](C=2N(CC1)C(=NC2N2C(CCC2)=O)C2=NC(=NS2)C)C